styryl-triethanolamine tert-butyl-(5-((2-bromo-6-nitrophenyl)amino)hexyl)carbamate C(C)(C)(C)N(C(O)=O)CCCCC(C)NC1=C(C=CC=C1[N+](=O)[O-])Br.C(=CC1=CC=CC=C1)C(N(CCO)CCO)CO